di-tert-butyl butane-1,4-diylbis((cyanomethyl)carbamate) C(CCCN(C(OC(C)(C)C)=O)CC#N)N(C(OC(C)(C)C)=O)CC#N